(E)-4-(dimethylamino)-N-(2-((3-methoxy-4-(pyridin-2-ylmethoxy)phenyl)amino)benzothiazol-6-yl)but-2-enamide CN(C/C=C/C(=O)NC1=CC2=C(N=C(S2)NC2=CC(=C(C=C2)OCC2=NC=CC=C2)OC)C=C1)C